(Z)-4-hydroxy-16-(pyridin-4-yl)-7,10,11,16-tetrahydro-6,17-methanobenzo[k]pyrido[1,2-b][1,2,5]triazacyclotridecine-3,5-dione OC=1C(C=CN2N3C(C4=C(CC\C=C/CN(C(C21)=O)C3)C=CC=C4)C4=CC=NC=C4)=O